5-[4-[3,3-Difluoro-4-[2-(1-piperidinyl)ethoxy]pyrrolidin-1-yl]thieno[2,3-d]pyrimidin-6-yl]-1H-pyrimidine-2,4-dione formate salt C(=O)O.FC1(CN(CC1OCCN1CCCCC1)C=1C2=C(N=CN1)SC(=C2)C=2C(NC(NC2)=O)=O)F